ClC1=C(C=CC(=C1)C1=NNC2=NC=C(C=C21)C=2C=C1CC3CCC(CC1=CC2)C3N3CCCC3)C(C)(C)O 2-(2-Chloro-4-{5-[13-(pyrrolidin-1-yl)tricyclo[8.2.1.03,8]trideca-3,5,7-trien-5-yl]-1H-pyrazolo[3,4-b]pyridin-3-yl}phenyl)propan-2-ol